C(C)(C)(C)OC(=O)N1CCN(CC1)C=1C=NC(=CC1)NC=1N=CC2=C(N1)N(C(C(=C2)COC)=O)C2CCCC2 4-[6-(8-Cyclopentyl-6-methoxymethyl-7-oxo-7,8-dihydro-pyrido[2,3-d]pyrimidin-2-ylamino)-pyridin-3-yl]-piperazine-1-carboxylic acid tert-butyl ester